C(C)NC1=NC=C(C=C1)F 2-(ethylamino)-5-fluoropyridine